ClC=1C(=NC=CC1C1=CC2=C(N=C(N=C2)NC)N2C1=NCCC2)NS(=O)(=O)C2=COC=C2 N-(3-chloro-4-(2-(methylamino)-9,10-dihydro-8H-pyrido[1,6-a:2,3-d']dipyrimidin-6-yl)pyridin-2-yl)furan-3-sulfonamide